tert-butyl 4-(7-(8-ethyl-7-fluoro-3-hydroxynaphthalen-1-yl)-6,8-difluoro-2-(((2R,7aS)-2-fluorotetrahydro-1H-pyrrolizin-7a(5H)-yl)methoxy)quinazolin-4-yl)piperazine-1-carboxylate C(C)C=1C(=CC=C2C=C(C=C(C12)C1=C(C=C2C(=NC(=NC2=C1F)OC[C@]12CCCN2C[C@@H](C1)F)N1CCN(CC1)C(=O)OC(C)(C)C)F)O)F